OC[C@@H](CO[C@H]1C(N(CC1)C1CCN(CC1)C1=NC=C(C=N1)C(F)(F)F)=O)NC1=C(C(NN=C1)=O)C(F)(F)F 5-(((S)-1-hydroxy-3-(((R)-2-oxo-1-(1-(5-(trifluoromethyl)pyrimidin-2-yl)piperidin-4-yl)pyrrolidin-3-yl)oxy)propan-2-yl)amino)-4-(trifluoromethyl)pyridazin-3(2H)-one